Cl.CNCC1C2=C(N(CCC1)C)C=CC=C2 N-Methyl-1-(1-methyl-2,3,4,5-tetrahydro-1H-benzo[b]azepin-5-yl)methanamine hydrochloride